COC=1C=C(OC2=NC=C(C=N2)B(O)O)C=CC1 [2-(3-methoxyphenoxy)pyrimidin-5-yl]boronic acid